(E)-1-(5,6-dimethoxyisoindolin-2-yl)-3-(2-(pyridin-3-yl)imidazo[1,2-b]pyridazin-3-yl)prop-2-en-1-one COC=1C=C2CN(CC2=CC1OC)C(\C=C\C1=C(N=C2N1N=CC=C2)C=2C=NC=CC2)=O